C1(CC1)C(=O)NC1=CC(=C(N=N1)C(=O)NC([2H])([2H])[2H])NC1=C(C(=CC=C1)C1=NC=C(N=C1)C(N(C)C)=O)OC 6-(Cyclopropanecarboxamido)-4-((3-(5-(dimethylcarbamoyl)pyrazin-2-yl)-2-methoxyphenyl)amino)-N-(methyl-d3)pyridazine-3-carboxamide